C1(CC1)N1N=C(C(=C1)NC(=O)C=1N=C(SC1)C=1C=NNC1)C1CC1 N-(1,3-dicyclopropyl-1H-pyrazol-4-yl)-2-(1H-pyrazol-4-yl)-1,3-thiazole-4-carboxamide